CC(C(C(=O)O)(C)C)CSC1=NC=CC=C1 tri-methyl-4-(pyridin-2-ylthio)butanoic acid